1-(4-(cyclopentylamino)-2-(methylthio)pyrimidin-5-yl)-1-ethanol C1(CCCC1)NC1=NC(=NC=C1C(C)O)SC